(R)-2-hydroxy-3-((S)-2-((1-(4-methoxybenzyl)-6-oxo-5-(trifluoromethyl)-1,6-dihydropyridazin-4-yl)amino)propoxy)propionic acid O[C@@H](C(=O)O)COC[C@H](C)NC=1C=NN(C(C1C(F)(F)F)=O)CC1=CC=C(C=C1)OC